3-(1-ethoxyethoxy)-3,7-dimethyl-1,6-octadien C(C)OC(C)OC(C=C)(CCC=C(C)C)C